Cl.F[C@H]1CNCC[C@H]1N1N=NC(=C1C)C=1C=C(C=2N(C1)N=CC2C#N)OCC(OC)C2=NC=C(C=C2)F 6-[1-[(3S,4R)-3-fluoro-4-piperidinyl]-5-methyl-triazol-4-yl]-4-[2-(5-fluoro-2-pyridinyl)-2-methoxy-ethoxy]pyrazolo[1,5-a]pyridine-3-carbonitrile, hydrochloride